CC1(N(C(N(C1=O)C1=CC(=C(C#N)C=C1)C(F)(F)F)=O)CCNC1=CC=C2C=CN=CC2=C1)C 4-(4,4-dimethyl-2,5-dioxo-3-(2-(isoquinolin-7-ylamino)ethyl)imidazolin-1-yl)-2-(trifluoromethyl)benzonitrile